3,5-dibromo-1-(4-methoxybenzyl)-1H-1,2,4-triazole BrC1=NN(C(=N1)Br)CC1=CC=C(C=C1)OC